2-(2,6-dioxopiperidin-3-yl)-4-(((1-(1-(1-methylcyclohexane-1-carbonyl)piperidin-4-yl)-1H-pyrazol-4-yl)methyl)amino)isoindoline-1,3-dione O=C1NC(CCC1N1C(C2=CC=CC(=C2C1=O)NCC=1C=NN(C1)C1CCN(CC1)C(=O)C1(CCCCC1)C)=O)=O